N1(N=CN=C1)CCN(C1=CC(=CC=C1)Br)C N-(2-(1H-1,2,4-triazol-1-yl)ethyl)-3-bromo-N-methylaniline